tolyl di-2,6-xylyl phosphate P(=O)(OC1=C(C=CC=C1)C)(OC1=C(C=CC=C1C)C)OC1=C(C=CC=C1C)C